N-cyclopropyl-9-(2,6-difluoro-3-methylbenzyl)-2-(methylsulfanyl)-9H-purin-6-amine C1(CC1)NC1=C2N=CN(C2=NC(=N1)SC)CC1=C(C(=CC=C1F)C)F